methyl (4-aminophenyl)acetate NC1=CC=C(C=C1)CC(=O)OC